ClC(C(=O)O)=CC chlorobutenic acid